((2R,4S,5S)-4-amino-5-ethoxytetrahydro-2H-pyran-2-yl)((S)-1-(4-fluorophenyl)-3,4-dihydroisoquinolin-2(1H)-yl)methanone N[C@H]1C[C@@H](OC[C@H]1OCC)C(=O)N1[C@H](C2=CC=CC=C2CC1)C1=CC=C(C=C1)F